O=C1NC(CCC1N1C(C2=CC=C(C=C2C1)CN1CCN(CC1)C1CCN(CC1)C1=NC(=C(C(=O)N)C=C1)C1=CC=C(C=C1)OC1=CC=CC=C1)=O)=O 6-(4-(4-((2-(2,6-dioxopiperidin-3-yl)-1-oxoisoindolin-5-yl)methyl)piperazin-1-yl)piperidin-1-yl)-2-(4-phenoxyphenyl)nicotinamide